4-methyl-N-(pent-4-en-1-yl)benzenesulfonamide CC1=CC=C(C=C1)S(=O)(=O)NCCCC=C